BrC1=NC(=CC=C1)OCC1=CC=C(C=C1)C(F)(F)F 2-bromo-6-((4-(trifluoromethyl)benzyl)oxy)Pyridine